tert-butyl 3-[(3-{2-[(tert-butyldimethylsilyl)oxy]ethyl}-8-fluoro-4-oxoquinazolin-6-yl)amino]-3-(2,3-dichloro-6-fluorophenyl)pyrrolidine-1-carboxylate [Si](C)(C)(C(C)(C)C)OCCN1C=NC2=C(C=C(C=C2C1=O)NC1(CN(CC1)C(=O)OC(C)(C)C)C1=C(C(=CC=C1F)Cl)Cl)F